C1N(CCC2=CC=CC=C12)C[C@H](CN1CCOC2=C(C1=O)C=CC(=C2)C(=O)N2CCC(CC2)F)O 4-[(2R)-3-(3,4-dihydro-1H-isoquinolin-2-yl)-2-hydroxy-propyl]-8-(4-fluoropiperidine-1-carbonyl)-2,3-dihydro-1,4-benzoxazepin-5-one